4-chloro-7-methoxy-2-methylpyrido[2,3-d]pyrimidine ClC=1C2=C(N=C(N1)C)N=C(C=C2)OC